COC1=NC2=CC=CC=C2C=C1C1=CN=C(N1)[C@H](COCCCC(=O)C=1OC=CN1)NC(=O)C1=CN=CS1 N-{(1R)-1-[5-(2-methoxyquinolin-3-yl)-1H-imidazol-2-yl]-2-[4-(1,3-oxazol-2-yl)-4-oxobutoxy]ethyl}-1,3-thiazole-5-carboxamide